OC1=C(C=CC=C1)C(C)(C)C1=C(C=CC=C1)O bis(2-hydroxyphenyl)propane